CC1(C(N(C2=CC(=CC=C12)[C@@H]1[C@H](C1)C(=O)ON1C(C2=CC=CC=C2C1=O)=O)CC(F)(F)F)=O)C (1,3-dioxoisoindolin-2-yl) (1S,2S)-2-[3,3-dimethyl-2-oxo-1-(2,2,2-trifluoroethyl)indolin-6-yl]cyclopropanecarboxylate